O=C1COC2=C(N1)C=CC(=C2)NCC=2C=C(C(=O)NC=1NC=CC1)C=CC2 3-{[(3-Oxo-3,4-dihydro-2H-1,4-benzoxazin-7-yl)amino]methyl}-N-(1H-pyrrol-2-yl)benzamid